tert-butyl 4-((4-(((2S,4R)-2-methyl-1-propionyl-1,2,3,4-tetrahydroquinolin-4-yl)amino)phenyl)carbamoyl)piperidine-1-carboxylate C[C@@H]1N(C2=CC=CC=C2[C@@H](C1)NC1=CC=C(C=C1)NC(=O)C1CCN(CC1)C(=O)OC(C)(C)C)C(CC)=O